N-(1-(aminomethyl)cyclobutyl)-4-(5-methyl-7H-pyrrolo[2,3-d]pyrimidin-4-yl)-3,4-dihydro-2H-1,4-thiazine-6-carboxamide hydrochloride Cl.NCC1(CCC1)NC(=O)C1=CN(CCS1)C=1C2=C(N=CN1)NC=C2C